C(N)(=O)C1=NN(C2=C1N=CN=C2NCC2=CC=C(C=C2)P(=O)(OCC)OCC)C(=O)OC(C)(C)C tert-butyl 3-carbamoyl-7-([[4-(diethoxyphosphoryl)phenyl]-methyl]amino)pyrazolo[4,3-d]pyrimidine-1-carboxylate